COC1=C(CSC=2N(C(C3=C(N2)SC2=C3CCCC2)=O)C2=CC=CC=C2)C=C(C=C1)[N+](=O)[O-] 2-[(2-methoxy-5-nitrobenzyl)thio]-3-phenyl-5,6,7,8-tetrahydro[1]benzothieno[2,3-d]pyrimidin-4(3H)-one